(2R,4R)-4-[[(5S)-3-(3,5-difluorophenyl)-5-vinyl-4H-isoxazole-5-carbonyl]amino]tetrahydrofuran FC=1C=C(C=C(C1)F)C1=NO[C@](C1)(C(=O)N[C@@H]1CCOC1)C=C